C(C)(C)(C)OC(=O)N1CCN(CC1)C1=C(C(=NC2=C(C(=C(C=C12)Cl)C1=CC=C(C2=C1N=C(S2)NC(=O)OC(C)(C)C)F)F)C#C)C#N 4-(7-(2-((tert-Butoxycarbonyl)amino)-7-fluorobenzo[d]thiazol-4-yl)-6-chloro-3-cyano-2-ethynyl-8-fluoroquinolin-4-yl)piperazine-1-carboxylic acid tert-butyl ester